tert-butyl (2S)-4-[(3-cyano-4-fluorophenyl)methyl]-2-methylpiperazine-1-carboxylate C(#N)C=1C=C(C=CC1F)CN1C[C@@H](N(CC1)C(=O)OC(C)(C)C)C